1,4,7-triaza-tricyclo[5.2.1.04,10]decane N12CCN3CCN(CC1)C23